ClC=1N=C(C2=C(N1)C(=C(N=C2)Cl)F)N2C[C@](CCC2)(O)C (S)-1-(2,7-dichloro-8-fluoropyrido[4,3-d]pyrimidin-4-yl)-3-methylpiperidin-3-ol